2-methyl-9,10-bis(n-hexoxy)anthracene CC1=CC2=C(C3=CC=CC=C3C(=C2C=C1)OCCCCCC)OCCCCCC